2-(benzhydrylamino)-5-methoxy-1-methyl-6-oxo-1,6-dihydropyrimidine-4-carbaldehyde C(C1=CC=CC=C1)(C1=CC=CC=C1)NC=1N(C(C(=C(N1)C=O)OC)=O)C